(S)-N-(6-(2-hydroxypropan-2-yl)-1-(1-methylcyclobutyl)-1H-benzo[d]imidazol-2-yl)-2,3,3-trimethylbutanamide OC(C)(C)C=1C=CC2=C(N(C(=N2)NC([C@H](C(C)(C)C)C)=O)C2(CCC2)C)C1